C1(CC1)N1[C@@H](CN(CC1)C1CCN(CC1)C1=C(C=C(C(=C1)OC)NC1=NC=NC(=C1)N1OCC[C@@H]1C1=CC(=CC=C1)OC1=CC=CC=C1)NC(C=C)=O)C N-(2-(4-((R)-4-cyclopropyl-3-methylpiperazin-1-yl)piperidin-1-yl)-4-methoxy-5-((6-((R)-3-(3-phenoxyphenyl)isoxazolidin-2-yl)pyrimidin-4-yl)amino)phenyl)acrylamide